COC1=CC(=CC2=C1O[C@H]([C@@H]2CO)C3=CC(=C(C(=C3)OC)O[C@H](CO)[C@H](C4=CC(=C(C=C4)O)OC)O)OC)C=O The molecule is a neolignan isolated from the stems of Sinocalamus affinis. It has a role as a plant metabolite. It is a member of benzofurans, a neolignan, an aldehyde, a primary alcohol, a secondary alcohol and a member of guaiacols.